C(CCCCCCCCCCC)(=O)N[C@@H](CC(=O)O)C(=O)O Lauroyl-L-aspartic acid